4-Chloro-7-[(2S*)-2-{4-[4-(dibutoxymethyl)piperidin-1-yl]phenyl}morpholin-4-yl]-1H-indole-3-carbonitrile ClC1=C2C(=CNC2=C(C=C1)N1C[C@@H](OCC1)C1=CC=C(C=C1)N1CCC(CC1)C(OCCCC)OCCCC)C#N |o1:12|